CN1C[C@@H](CC1)N (R)-1-methylpyrrolidin-3-amine